sodium 4-{[9-chloro-7-(2-fluoro-6-methoxyphenyl)-5H-pyrimido[5,4-d][2]benzazepin-2-yl]amino}-2-methoxybenzoate monohydrate O.ClC1=CC2=C(C3=C(CN=C2C2=C(C=CC=C2OC)F)C=NC(=N3)NC3=CC(=C(C(=O)[O-])C=C3)OC)C=C1.[Na+]